C(C)C1(NC(N(C(C1)=O)[C@H](CCC)C1=CC(=CC=C1)C(NC1C(C(OC2=CC=CC=C12)(C)C)O)=O)=[NH2+])CC [4,4-diethyl-1-[(1R)-1-[3-[(3-hydroxy-2,2-dimethyl-chroman-4-yl)carbamoyl]phenyl]butyl]-6-oxo-hexahydropyrimidin-2-ylidene]ammonium